O[C@H]1[C@@H](C2=CC=CC=C2C1)NC(CCC1=NC=2C(=NC=CC2)N1CC1=CC=C(C=C1)OC(F)(F)F)=O N-((1R,2R)-2-Hydroxy-indan-1-yl)-3-[3-(4-trifluoromethoxy-benzyl)-3H-imidazo[4,5-b]pyridin-2-yl]-propionamide